[C@@H]1(CC12CCNCC2)C(=O)OCC2=CC=CC=C2 (S)-benzyl 6-azaspiro[2.5]octane-1-carboxylate